4-[5-(3,5-dichlorophenyl)-4,5-dihydro-5-(trifluoromethyl)-3-isoxazolyl]-2-methyl-N-(cis-1-oxo-3-thiacyclobutane-yl)benzamide ClC=1C=C(C=C(C1)Cl)C1(CC(=NO1)C1=CC(=C(C(=O)NC2C(CS2)=O)C=C1)C)C(F)(F)F